Bis(4-(4-cyanatophenoxy)phenyl)sulfon O(C#N)C1=CC=C(OC2=CC=C(C=C2)S(=O)(=O)C2=CC=C(C=C2)OC2=CC=C(C=C2)OC#N)C=C1